OC1=CC=C(C=N1)C=1C=C(C=CC1)[C@@H]1N(OCC1)C1=CC(=NC=N1)NC=1C(=CC(=C(C1)NC(C=C)=O)N1CCN(CC1)C)OC (R)-N-(5-((6-(3-(3-(6-hydroxypyridin-3-yl)phenyl)isoxazolidin-2-yl)pyrimidin-4-yl)amino)-4-methoxy-2-(4-methylpiperazin-1-yl)phenyl)acryl-amide